C1(=CC=CC=C1)C=CC1=CC=CC=C1 anti-stilbene